NC1CCN(CC1)CC1=CC=C(C=C1)N1C(=NC=2C1=NC(=CC2)C=2C=C(C=CC2)CC(=O)N)C=2C(=NC=CC2)N (3-(3-(4-((4-Aminopiperidin-1-yl)methyl)phenyl)-2-(2-aminopyridin-3-yl)-3H-imidazo[4,5-b]pyridin-5-yl)phenyl)acetamide